(1S,3R)-3-acetamido-N-(6-cyano-8-(isopropylamino)pyrido[3,4-d]pyrimidin-2-yl)cyclohexane-1-carboxamide C(C)(=O)N[C@H]1C[C@H](CCC1)C(=O)NC=1N=CC2=C(N1)C(=NC(=C2)C#N)NC(C)C